CN(CCOC1=CC=C(C=C1C1=CC(=C(C=C1)C=1NC(C2=C(N1)NN=N2)=O)OCC)C=CC(=O)O)C 3-(6-(2-(dimethylamino)ethoxy)-3'-ethoxy-4'-(7-oxo-6,7-dihydro-3H-[1,2,3]triazolo[4,5-d]pyrimidin-5-yl)-[1,1'-biphenyl]-3-yl)acrylic acid